C(#N)[C@H]1N(CSC1)C(CNC(=O)C1=CC=NC2=CC=C(C=C12)N1[C@@H](C(C1)(F)F)C)=O |&1:23| N-(2-((R)-4-Cyanothiazolidin-3-yl)-2-oxoethyl)-6-((RS)-3,3-difluoro-2-methylazetidin-1-yl)quinoline-4-carboxamide